ClC1=CC(=CC=2COB(C21)O)C2(NC=C(C(=N2)NC2=CC=CC=C2)C)N 2-(7-chloro-1-hydroxy-3H-2,1-benzoxaborole-5-yl)-5-methyl-N4-phenyl-pyrimidine-2,4-diamine